4-((5-(3-isobutyl-2-methyl-3H-imidazo[4,5-b]pyridin-5-yl)pyrrolo[2,1-f][1,2,4]triazin-2-yl)amino)-1-methylcyclohexane-1-ol C(C(C)C)N1C(=NC=2C1=NC(=CC2)C=2C=CN1N=C(N=CC12)NC1CCC(CC1)(O)C)C